Ethyl 5-[(trityl)thio]-2-furancarboxylate C(C1=CC=CC=C1)(C1=CC=CC=C1)(C1=CC=CC=C1)SC1=CC=C(O1)C(=O)OCC